tert-butyl 6-[[5-(trifluoromethylsulfanyl)-2-pyridyl]methylene]-2-azaspiro[3.3]heptane-2-carboxylate FC(F)(F)SC=1C=CC(=NC1)C=C1CC2(CN(C2)C(=O)OC(C)(C)C)C1